COC(C1=C(C=C(C(=C1)I)C)Br)=O bromo-5-iodo-4-methylbenzoic acid methyl ester